1-(Benzo[d][1,3]dioxol-5-yl)piperazine O1COC2=C1C=CC(=C2)N2CCNCC2